CC=1C2=C(SC1C(=O)O)C=C(C=C2)CBr methyl-6-(bromomethyl)benzo[b]thiophene-2-carboxylic acid